(1H-pyrazol-4-yl)methyl (4-((6-methylpyridin-3-yl)methyl)phenyl)carbamate CC1=CC=C(C=N1)CC1=CC=C(C=C1)NC(OCC=1C=NNC1)=O